CN1N=CC2=C(C=C(C=C12)N)C 1,4-dimethyl-1H-indazol-6-amine